Trans-N-(2-hydroxy-1-((3-(trifluoromethyl)phenyl)amino)-2,3-dihydro-1H-inden-5-yl)acrylamide O[C@H]1[C@@H](C2=CC=C(C=C2C1)NC(C=C)=O)NC1=CC(=CC=C1)C(F)(F)F